sodium (E)-2-(5-hydroxy-2-phenyl-5,7,8,9-tetrahydro-6H-benzo[7]annulen-6-ylidene)acetate OC1\C(\CCCC2=C1C=CC(=C2)C2=CC=CC=C2)=C\C(=O)[O-].[Na+]